5-Benzyl-3-formyl-1-methyl-1H-pyrazole-4-carboxylic acid ethyl ester C(C)OC(=O)C=1C(=NN(C1CC1=CC=CC=C1)C)C=O